FC(OC1=CC=C(C=C1)C(C)(C)C1=CC=C(N)C=C1)F 4-(2-(4-difluoromethoxy-phenyl)propan-2-yl)aniline